N-(2-((3S,4R)-3-fluoro-4-(methoxy-d3)piperidin-1-yl)pyrimidin-4-yl)-5-isopropyl-8-((2R,3S)-2-methyl-3-(methylsulfonyl)azetidin-1-yl)isoquinolin-3-amine F[C@H]1CN(CC[C@H]1OC([2H])([2H])[2H])C1=NC=CC(=N1)NC=1N=CC2=C(C=CC(=C2C1)C(C)C)N1[C@@H]([C@H](C1)S(=O)(=O)C)C